5-(2-chloro-6-fluorobenzyl)-4-((4,4-difluorocyclohexyl)methyl)-2-(2,2,2-trifluoroethyl)-2,4-dihydro-3H-1,2,4-triazol-3-one ClC1=C(CC=2N(C(N(N2)CC(F)(F)F)=O)CC2CCC(CC2)(F)F)C(=CC=C1)F